FC1([C@]2(C/C(/[C@H]([C@@](C1)(N2)C)OC)=C/C=2N=NC(=CN2)C2=C(C=C(C=C2)N2C=NC=C2)O)C)F 2-(3-((Z)-((1R,2R,5R)-6,6-difluoro-2-methoxy-1,5-dimethyl-8-azabicyclo[3.2.1]octan-3-ylidene)methyl)-1,2,4-triazin-6-yl)-5-(1H-imidazol-1-yl)phenol